FC1=CC2=C(N(C(CO2)=O)CC#C)C=C1N1C(N(C(N(C1=O)C)=S)C)=O 3-[7-Fluoro-3-oxo-4-(prop-2-ynyl)-3,4-dihydro-2H-benzo[1,4]oxazin-6-yl]-1,5-dimethyl-6-thioxo[1,3,5]triazinane-2,4-dione